ClCC(CC1(NC(CC1)=O)C(=O)OCC)=C ethyl 2-(2-(chloromethyl)allyl)-5-oxopyrrolidine-2-carboxylate